C(C=C)(=O)N1C[C@H](CC1)N1N=C(C(=C1N)C(=O)N)C1=CC2=C(S1)C(=CC(=C2)C)OC (S)-1-(1-Acryloylpyrrolidin-3-yl)-5-amino-3-(7-methoxy-5-methylbenzo[b]thiophen-2-yl)-1H-Pyrazole-4-carboxamide